C(C)N1N=NC2=C1C=CC(=C2C)[C@@H](CC(=O)OC)C2=NC=1CNCCC1C=C2 methyl (R)-3-(1-ethyl-4-methyl-1H-benzo[d][1,2,3]triazol-5-yl)-3-(5,6,7,8-tetrahydro-1,7-naphthyridin-2-yl)propanoate